N-((4-(4-cyclopropylphenyl)-4,5,6,7-tetrahydropyrazolo[1,5-a]pyrimidin-6-yl)methyl)acrylamide C1(CC1)C1=CC=C(C=C1)N1C=2N(CC(C1)CNC(C=C)=O)N=CC2